2-(3-(tert-butyl)phenyl)-N-(3',5'-di-tert-butyl-[1,1'-biphenyl]-4-yl)dibenzo[b,d]furan-1-amine C(C)(C)(C)C=1C=C(C=CC1)C1=C(C2=C(OC3=C2C=CC=C3)C=C1)NC1=CC=C(C=C1)C1=CC(=CC(=C1)C(C)(C)C)C(C)(C)C